NC=1C=NC(=NC1)OC1=CC=NC2=CC(=C(C=C12)C(=O)NC)OC 4-((5-Aminopyrimidin-2-yl)oxy)-7-methoxy-N-methyl-quinoline-6-carboxamide